CC1=CC=C(C=CC2=CC=C(C#N)C=C2)C=C1 4-(4-methylstyreneyl)benzonitrile